F[B-](F)(F)F.CCCCCCCCCCCCCC tetradecane tetrafluoroborate